Ethyl 2-[acetyl(4-methylbenzyl)amino]-4,7-dihydro-5H-spiro[1-benzothiophene-6,2'-[1,3]dioxolane]-3-carboxylate C(C)(=O)N(C=1SC2=C(C1C(=O)OCC)CCC1(OCCO1)C2)CC2=CC=C(C=C2)C